ClC1=C(C=NN1C)C=1C(=NC(=NC1)N)C1=NC(=CC=C1)[Sn](CCCC)(CCCC)CCCC (5-chloro-1-methyl-1H-pyrazol-4-yl)-4-(6-(tributylstannyl)pyridin-2-yl)pyrimidin-2-amine